CC(=CCOC1=CC=C(C=C1)C[C@@H](C(=O)[O-])[NH3+])C The molecule is an amino acid zwitterion obtained by transfer of a proton from the amino to the carboxy group of 4-O-dimethylallyl-L-tyrosine; major species at pH 7.3. It is a tautomer of a 4-O-dimethylallyl-L-tyrosine.